(R)-3-(1-((3-chloro-6-(6-(dimethylphosphoryl)pyridin-3-yl)-7-fluoro-2-methyl-1,5-naphthyridin-4-yl)amino)-2,2-difluoroethyl)-4-fluorobenzonitrile ClC=1C(=NC2=CC(=C(N=C2C1N[C@@H](C(F)F)C=1C=C(C#N)C=CC1F)C=1C=NC(=CC1)P(=O)(C)C)F)C